4-butyl-Methyl 1-(4-fluoro-3-methoxyphenyl)-3-(4-fluorophenyl)-5-methyl-4,5-dihydro-1H-pyrazole-5-carboxylate FC1=C(C=C(C=C1)N1N=C(CC1(C(=O)OCCCCC)C)C1=CC=C(C=C1)F)OC